C(CCCCCCC\C=C/CCCCCCCC)(=O)CC(C[N+](C)(C)C)C(CCCCCCC\C=C/CCCCCCCC)=O 1,2-dioleoyl-3-trimethylammoniopropane